CC1(CCC(CC1)=CC[13CH]=O)C 3-(4,4-dimethylcyclohexylidene)propanal-13C